FC(C1=NC2=C(N1C1=NC(=NC(=N1)N1CCOCC1)NC(CC1=C(C=CC=C1)OC)(C)C)C=CC=C2)F 4-(2-(difluoromethyl)-1H-benzo[d]imidazol-1-yl)-N-(1-(2-methoxyphenyl)-2-methylpropan-2-yl)-6-morpholino-1,3,5-triazin-2-amine